ClC1=C(C=C2CCNCC2=C1)NC1=NC=C(C(=N1)C1=CC=2C(N(CCC2S1)CC)=O)C(F)(F)F 2-(2-((7-chloro-1,2,3,4-tetrahydroisoquinolin-6-yl)amino)-5-(trifluoromethyl)pyrimidin-4-yl)-5-ethyl-6,7-dihydrothieno[3,2-c]pyridin-4(5H)-one